(R,R)-N-(6-(1-cyanospiro[2.2]pentan-1-yl)isoquinolin-3-yl)spiro[2.2]pentane-1-carboxamide C(#N)[C@@]1(CC12CC2)C=2C=C1C=C(N=CC1=CC2)NC(=O)[C@@H]2CC21CC1